4-chloromethylbenzyl-triphenylphosphine chloride [Cl-].ClCC1=CC=C(CC2=C(C=CC=C2)P(C2=CC=CC=C2)C2=CC=CC=C2)C=C1